C1(CC1)C(=O)N1CC(C1)CN1[C@H]2[C@@](CCC1)(CCC2)COC=2N=C(C1=C(N2)C(=CN=C1)F)N1CCOCCC1 2-{[(4aS,7aR)-1-[(1-cyclopropanecarbonylazetidin-3-yl)methyl]-octahydro-1H-cyclopenta[b]pyridin-4a-yl]methoxy}-8-fluoro-4-(1,4-oxazepan-4-yl)pyrido[4,3-d]pyrimidin